C(C)S(=O)(=O)C1=CC=C(C=C1)CC(=O)NC1=CC(=C(C=C1)C1=C(C=CC=C1)NC(C(=C)C)=O)C N-(4'-(2-(4-(ethylsulfonyl)phenyl)acetamido)-2'-methyl-[1,1'-biphenyl]-2-yl)methacrylamide